C1=CN(C(=O)NC1=O)[C@H]2[C@@H]([C@@H]([C@H](O2)COP(=O)([O-])[O-])O)O.[Na+].[Na+] 5'-Uridine monophosphate